FC1=C(CN2C(C=CC3=C2N=C(N=C3)N[C@@H](C)C3=CC=C(C=C3)CO)=O)C(=CC=C1)F 8-(2,6-Difluorobenzyl)-2-({(1S)-1-[4-(hydroxymethyl)phenyl]ethyl}amino)pyrido[2,3-d]pyrimidin-7(8H)-on